C(=O)OCCCC butyl methanoate